4-methyl-[1,4]diazepan CN1CCNCCC1